BrC1=CC=CC=2C=3N(C(=NC12)N[C@H]1C(NCCNC1)=O)N=C(N3)C=3C=NN(C3)C(C)C (6R)-6-({7-bromo-2-[1-(prop-2-yl)-1H-pyrazol-4-yl][1,2,4]triazolo[1,5-c]quinazolin-5-yl}amino)-1,4-diazepan-5-one